ClC=1C=C2C(=NC1OC)C(=C(N2C)C2=NNC(=N2)[C@@H](C(F)F)O)N2C=NC=C2 (S)-1-(3-(6-chloro-3-(1H-imidazol-1-yl)-5-methoxy-1-methyl-1H-pyrrolo[3,2-b]pyridin-2-yl)-1H-1,2,4-triazol-5-yl)-2,2-difluoroethan-1-ol